tert-butyl 3-(2-chloro-4-morpholinofuro[3,2-d]pyrimidin-6-yl)-5,6-dihydropyridine-1(2H)-carboxylate ClC=1N=C(C2=C(N1)C=C(O2)C=2CN(CCC2)C(=O)OC(C)(C)C)N2CCOCC2